benzyl (S)-4-((1-methoxy-3-methyl-1-oxobutan-2-yl)(methyl)carbamoyl)-1,4-diazepane-1-carboxylate COC([C@H](C(C)C)N(C(=O)N1CCN(CCC1)C(=O)OCC1=CC=CC=C1)C)=O